bis-(palmitoylethyl)hydroxyethyl-methyl-ammonium methyl-sulfate COS(=O)(=O)[O-].C(CCCCCCCCCCCCCCC)(=O)CC[N+](C)(CCO)CCC(CCCCCCCCCCCCCCC)=O